NC=1C=C(C(=O)OC)C=C(C1NCC(F)F)F Methyl 3-amino-4-((2,2-difluoroethyl) amino)-5-fluorobenzoate